N-(cyclopropylmethyl)-N'-{5-[1-(4-ethylphenyl)-1H-pyrazol-4-yl]-1H-indol-3-yl}ethanediamide C1(CC1)CNC(C(=O)NC1=CNC2=CC=C(C=C12)C=1C=NN(C1)C1=CC=C(C=C1)CC)=O